C(C)(C)[C@H]1CC[C@H](CC1)OC[C@@H]1N(CCC[C@@H]1NS(=O)(=O)C)C(=O)C1=CC=NO1 N-(cis-2-(((cis-4-isopropylcyclohexyl)oxy)methyl)-1-(1,2-oxazol-5-ylcarbonyl)piperidin-3-yl)methanesulfonamide